ClC1=CC(=CC(=N1)N1CCN(CC1)C(=O)OC(C)(C)C)C(C1=CC=CC=C1)(F)F tert-butyl 4-[6-chloro-4-[difluoro(phenyl)methyl]-2-pyridyl]piperazine-1-carboxylate